2-[[1-[(2-Chlorophenyl)methyl]-5-[3-(2,2,2-trifluoroethoxy)phenyl]pyrazol-3-yl]methoxy]-2-methyl-propanoic acid ClC1=C(C=CC=C1)CN1N=C(C=C1C1=CC(=CC=C1)OCC(F)(F)F)COC(C(=O)O)(C)C